FC1=CC2=C(C(=NO2)C2CCN(CC2)CCN2C(C=3N(CC2)C(=C(C3)C)C)=O)C=C1 2-{2-[4-(6-fluoro-benzo[d]isoxazol-3-yl)-piperidin-1-yl]-ethyl}-6,7-dimethyl-3,4-dihydro-2H-pyrrolo[1,2-a]pyrazin-1-one